tert-butyl (E)-4-[2-[2-[2-[2-[2-[[4-[[5-bromo-4-(2-carbamoyl-3-fluoro-anilino)pyrimidin-2-yl]amino]phenyl]sulfonylamino]ethoxy]ethoxy]ethoxy]ethoxy]ethyl-methyl-amino]but-2-enoate BrC=1C(=NC(=NC1)NC1=CC=C(C=C1)S(=O)(=O)NCCOCCOCCOCCOCCN(C/C=C/C(=O)OC(C)(C)C)C)NC1=C(C(=CC=C1)F)C(N)=O